C1(CC1)C1=CC2=C(N=C(O2)C2CCN(CC2)C2=C(C(N(C3=CC=CC=C23)C)=O)C#N)C=C1 4-[4-(6-cyclopropyl-1,3-benzoxazol-2-yl)piperidin-1-yl]-1-methyl-2-oxo-1,2-dihydroquinoline-3-carbonitrile